6-(4-amino-2,3,5,6-tetrafluorophenyl)-2,2,7-trifluoro-4-(prop-2-yn-1-yl)-2H-benzo[b][1,4]oxazin-3(4H)-one NC1=C(C(=C(C(=C1F)F)C1=CC2=C(OC(C(N2CC#C)=O)(F)F)C=C1F)F)F